BrC1=C(C=C(C=C1)C(C(=O)OCC)(C)C)F ethyl 2-(4-bromo-3-fluorophenyl)-2-methylpropanoate